(1S,3R)-2-(2-fluoro-2-methyl-propyl)-1-[5-[1-(3-fluoropropyl)-4-piperidyl]-2-thienyl]-3-methyl-1,3,4,9-tetrahydropyrido[3,4-b]indole FC(CN1[C@@H](C=2NC3=CC=CC=C3C2C[C@H]1C)C=1SC(=CC1)C1CCN(CC1)CCCF)(C)C